CC1=CC=C(C=N1)N1CC(CCC1)NCC1=CC(=NC=C1)C (6-methylpyridin-3-yl)-N-[(2-methylpyridin-4-yl)methyl]piperidin-3-amine